C(C)(C)(C)P(CCP(C(C)(C)C)C(C)(C)C)C(C)(C)C 1,2-bis(di-t-butylphosphino)ethane